4-((4-((3-methoxybenzyl)(quinolin-7-ylmethyl)amino)pyridin-2-yl)methyl)piperazin-2-one COC=1C=C(CN(C2=CC(=NC=C2)CN2CC(NCC2)=O)CC2=CC=C3C=CC=NC3=C2)C=CC1